CC(C)C1=CN=C(S1)C=1C=C(C(=O)N[C@H](C)C=2N=NC(=CC2)C(F)(F)F)C=C(C1)OC[C@H]1COCC1 3-[5-(propan-2-yl)-1,3-thiazol-2-yl]-5-[(3R)-tetrahydrofuran-3-ylmethoxy]-N-{(1R)-1-[6-(trifluoromethyl)pyridazin-3-yl]ethyl}benzamide